N-methyl-2H-triazole CN1NNC=C1